5-chloro-1H-benzimidazole-2-carbaldehyde ClC1=CC2=C(NC(=N2)C=O)C=C1